[C@@H]12N(C[C@@H](CC1)C2)CC(=O)NC=2C=C(C(=NC2)C)NC(=O)C=2C=NN1C2C=NC(=C1)C1=C2N(N=C1)CCC2 N-(5-(2-((1R,4S)-2-azabicyclo[2.2.1]heptan-2-yl)acetamido)-2-methylpyridin-3-yl)-6-(5,6-dihydro-4H-pyrrolo[1,2-b]pyrazol-3-yl)pyrazolo[1,5-a]pyrazine-3-carboxamide